(R)-N-[(1S)-1'-(7-bromo-6-methyl-pyrazolo[1,5-a]pyrazin-4-yl)-6-methoxy-spiro[indan-2,4'-piperidin]-1-yl]-2-methyl-propane-2-sulfinamide BrC1=C(N=C(C=2N1N=CC2)N2CCC1(CC2)[C@@H](C2=CC(=CC=C2C1)OC)N[S@](=O)C(C)(C)C)C